2-methyl-1-((4-(7-(2-(methylsulfonyl)pyridin-4-yl)furo[3,2-b]pyridin-2-yl)pyridin-2-yl)amino)propan-2-ol CC(CNC1=NC=CC(=C1)C1=CC2=NC=CC(=C2O1)C1=CC(=NC=C1)S(=O)(=O)C)(C)O